[Dy].[Zn].[Ag].[Nd].[Mg].ClC1=C(C=C(C=C1)NC(=O)[C@H]1N(CCC1)C1=NC(=CC(=C1)C(F)(F)F)C)C (S)-N-(4-chloro-3-methylphenyl)-1-(6-methyl-4-(trifluoromethyl)pyridin-2-yl)pyrrolidine-2-carboxamide magnesium neodymium silver zinc dysprosium